ClC=1C(=NC=CC1)N1N=C(C=C1C(=O)O)OC1CS(C1)(=O)=O 1-(3-Chloropyridin-2-yl)-3-((1,1-dioxidothietan-3-yl)oxy)-1H-pyrazole-5-carboxylic Acid